FC1(CC(C1)CC(=O)N[C@H](CC(F)F)C1=CC=2N(N=C1)C=C(N2)[C@H](C2CCC(CC2)(F)F)NC(OC(C)(C)C)=O)F |o1:9| Tert-Butyl ((S)-(7-((R*)-1-(2-(3,3-difluorocyclobutyl)acetamido)-3,3-difluoropropyl)imidazo[1,2-b]pyridazin-2-yl)(4,4-difluorocyclohexyl)methyl)carbamate